COC1=CC=C(CN(C=2N=CN(C(C2C(=O)OC)=O)C2=C(C=C(C=C2C)COC)C)CC2=CC=C(C=C2)OC)C=C1 methyl 4-(bis(4-methoxybenzyl)amino)-1-(4-(methoxymethyl)-2,6-dimethylphenyl)-6-oxo-1,6-dihydropyrimidine-5-carboxylate